diethyl (tert-butoxycarbonyl)-L-leucyl-D-glutamate C(C)(C)(C)OC(=O)N[C@@H](CC(C)C)C(=O)N[C@H](CCC(=O)OCC)C(=O)OCC